5-[[5-bromo-4-(2-dimethylphosphorylanilino)pyrimidin-2-yl]amino]-1-(2-methoxyethyl)-3,3-dimethyl-indolin-2-one BrC=1C(=NC(=NC1)NC=1C=C2C(C(N(C2=CC1)CCOC)=O)(C)C)NC1=C(C=CC=C1)P(=O)(C)C